CN(C1CCC2=CC(=CC=C12)NC(C=C)=O)C1=CC(=CC=C1)C(F)(F)F N-(1-(methyl-(3-(trifluoromethyl)phenyl)amino)-2,3-dihydro-1H-inden-5-yl)acrylamide